1-(2-(benzyloxy)ethyl)-1H-pyrazole-5-carboxylic acid C(C1=CC=CC=C1)OCCN1N=CC=C1C(=O)O